2-((S)-4-{7-(isoquinolin-5-yl)-2-[((S)-1-methylpyrrolidin-2-yl)methoxy]-5,6,7,8-tetrahydropyridino[3,4-d]pyrimidin-4-yl}piperazin-2-yl)acetonitrile C1=NC=CC2=C(C=CC=C12)N1CC=2N=C(N=C(C2CC1)N1C[C@@H](NCC1)CC#N)OC[C@H]1N(CCC1)C